1-(6-((4-((6,7-difluoroquinolin-3-yl)amino)pyrimidin-2-yl)amino)indolin-1-yl)-2-(dimethylamino)ethan-1-one FC=1C=C2C=C(C=NC2=CC1F)NC1=NC(=NC=C1)NC1=CC=C2CCN(C2=C1)C(CN(C)C)=O